1-(2,2-dibromovinyl)-4-fluoro-2-nitrobenzene BrC(=CC1=C(C=C(C=C1)F)[N+](=O)[O-])Br